3-(2-chloro-6-methylpyridin-4-yl)-6-(difluoromethyl)imidazo[1,2-b]pyridazine ClC1=NC(=CC(=C1)C1=CN=C2N1N=C(C=C2)C(F)F)C